C(CCCCC(=O)O)(=O)O.C(CCCC)(O)O pentane-diol adipate